C(#N)C1CN(C1)C=1OC(=C(N1)C(=O)NC1=CC(=C(C=C1)OC1C(CCC1)(F)F)F)CC(F)(F)F 2-(3-cyanoazetidin-1-yl)-N-(4-((2,2-difluorocyclopentyl)oxy)-3-fluorophenyl)-5-(2,2,2-trifluoroethyl)oxazole-4-carboxamide